1-(2-(N-methylmethylsulfonamido)benzoyl)-3-oxo-1,2,3,4-tetrahydroquinoxaline-6-sulfonyl chloride CN(S(=O)(=O)C)C1=C(C(=O)N2CC(NC3=CC(=CC=C23)S(=O)(=O)Cl)=O)C=CC=C1